[2-[[2-[(4-morpholinyl)amino]ethyl]amino]propoxy]phenylpropionic acid N1(CCOCC1)NCCNC(COC(C(=O)O)(C)C1=CC=CC=C1)C